N1C=C(C2=CC=CC=C12)NC(=O)N1CC2=CC=C(C=C2CC1)C1=NC=CC=C1 N-(1H-indol-3-yl)-6-(pyridin-2-yl)-3,4-dihydroisoquinoline-2(1H)-carboxamide